C(CCCCCC)C1OC2=CC(=CC=C2C(C1)NCC1=C(C=C(C=C1)Cl)Cl)OC heptyl-4-(2,4-dichlorobenzylamino)-7-methoxychroman